P(O)(O)O.P(O)(O)O.P(O)(O)O.C(CCCCCCCCCCCC)C(C(C(C(C1=C(C=CC(=C1)C(C)(C)C)C)(C1=C(C=CC(=C1)C(C)(C)C)C)CCCCCCCCCCCCC)(CCCCCCCCCCCCC)CCCCCCCCCCCCC)(C1=C(C=CC(=C1)C(C)(C)C)C)CCCCCCCCCCCCC)CCCCCCCCCCCCC hexakis(tridecyl)-1,1,3-tris(2-methyl-5-tert-butylphenyl)butane triphosphite